N-(8-(methylamino)-5-((4-(morpholinomethyl)phenyl)ethynyl)-2,7-naphthyridin-3-yl)cyclopropanecarboxamide CNC=1N=CC(=C2C=C(N=CC12)NC(=O)C1CC1)C#CC1=CC=C(C=C1)CN1CCOCC1